4-{(4-chlorophenyl)phenyl}-1-hydroxyethyl-piperazine ClC1=CC=C(C=C1)C1=C(C=CC=C1)N1CCN(CC1)C(C)O